2,6-dichloro-3-{[(2,2-dimethylpropanoyl)amino]methyl}-N-{1-[4-(trifluoromethoxy)phenyl]-1H-indazol-4-yl}benzamide ClC1=C(C(=O)NC2=C3C=NN(C3=CC=C2)C2=CC=C(C=C2)OC(F)(F)F)C(=CC=C1CNC(C(C)(C)C)=O)Cl